(S)-3-methylmorpholine-4-carboxylic acid C[C@@H]1N(CCOC1)C(=O)O